O=C1NC(CCC1N1C(C2(CC1=O)CCN(CC2)C(=O)OC(C)(C)C)=O)=O Tert-butyl 2-(2,6-dioxo-3-piperidinyl)-1,3-dioxo-2,8-diazaspiro[4.5]decane-8-carboxylate